CN1C(C(=C(C=C1)[O-])NC(N[C@@H](CC(=O)[O-])C1=CC(=CC=C1)C1=NC=CN=C1)=O)=O.[Na+].[Na+] sodium (S)-3-(3-(1-methyl-4-oxido-2-oxo-1,2-dihydropyridin-3-yl)ureido)-3-(3-(pyrazin-2-yl)phenyl)propanoate